7-Bromo-4-(1H-Imidazol-1-Yl)-8-Methoxy-2-Phenylquinoline BrC1=CC=C2C(=CC(=NC2=C1OC)C1=CC=CC=C1)N1C=NC=C1